N-(3-(aminomethyl)-4-methylphenyl)-3-((4-methylpiperazin-1-yl)methyl)-5-(trifluoromethyl)benzamide tert-butyl-(2-(4-amino-1H-pyrazol-1-yl)propyl)(methyl)carbamate C(C)(C)(C)OC(N(C)CC(C)N1N=CC(=C1)N)=O.NCC=1C=C(C=CC1C)NC(C1=CC(=CC(=C1)C(F)(F)F)CN1CCN(CC1)C)=O